3-(1H-benzimidazol-2-carbonyl)-3,4-diethoxyphenyl-5-(1H-indol-3-yl)spiro[inden-2,2'-pyrrolidine]-1,3-dione N1C(=NC2=C1C=CC=C2)C(=O)C2(CC(=CC=C2OCC)N2C1(CCC2)C(C2=CC=C(C=C2C1=O)C1=CNC2=CC=CC=C12)=O)OCC